C1(=CC(=CC=C1)C1=NC(=NC=C1Cl)NC=1C=C(C=NC1)NC(CCCCCCCCCNC(COC=1C=C2CN(C(C2=CC1)=O)C1C(NC(CC1)=O)=O)=O)=O)C1=CC=CC=C1 N-(5-((4-([1,1'-biphenyl]-3-yl)-5-chloropyrimidin-2-yl)amino)pyridin-3-yl)-10-(2-((2-(2,6-dioxopiperidin-3-yl)-1-oxoisoindolin-5-yl)oxy)acetamido)decanamide